(S)-4-(4-(5-(aminomethyl)-2-oxo-oxazolidin-3-yl)phenyl)morpholin-3-one hydrochloride Cl.NC[C@H]1CN(C(O1)=O)C1=CC=C(C=C1)N1C(COCC1)=O